(1S,2R,3S,4R)-3-(5-methoxy-1H-indole-1-carbonyl)-7-oxabicyclo[2.2.1]heptane-2-carboxylic acid COC=1C=C2C=CN(C2=CC1)C(=O)[C@H]1[C@H]([C@@H]2CC[C@H]1O2)C(=O)O